(S)-N-(5-(2-(tert-butyl)pyrimidin-4-yl)-4-methylthiazol-2-yl)pyrrolidine-1,2-dicarboxamide C(C)(C)(C)C1=NC=CC(=N1)C1=C(N=C(S1)NC(=O)N1[C@@H](CCC1)C(=O)N)C